N1C=C(C2=CC=CC=C12)C1=NC(=NC=C1)NC=1C(=CC(=C(C1)NC(\C=C\CN(C)C)=O)NC)OC (E)-N-(5-((4-(1H-indol-3-yl)pyrimidin-2-yl)amino)-4-methoxy-2-(methylamino)phenyl)-4-(dimethylamino)but-2-enamide